CN(CCOC=1C=CC(=C(C(=O)N[C@H](C)C2=CC(=NC3=CC=CC=C23)C2=NN(C=C2)C)C1)C)C (R)-5-(2-(dimethylamino)ethoxy)-2-methyl-N-(1-(2-(1-methyl-1H-pyrazol-3-yl)quinolin-4-yl)ethyl)benzamide